NC(CC1=C(C=2N=NN=C(C2S1)NCC=1SC=CC1)Br)(C)C 6-(2-amino-2-methylpropyl)-7-bromo-N-(thiophen-2-ylmethyl)thieno[3,2-d][1,2,3]triazin-4-amine